BrC1=CN(C=2N=CC=C(C21)NCC2=NC(=CC(=C2)C(F)(F)F)N2C[C@H](N[C@H](C2)C)C)COCC[Si](C)(C)C 3-Bromo-N-((6-((3R,5S)-3,5-dimethylpiperazin-1-yl)-4-(trifluoromethyl)pyridin-2-yl)methyl)-1-((2-(trimethylsilyl)ethoxy)methyl)-1H-pyrrolo[2,3-b]pyridin-4-amine